2-(1-methyl-1H-imidazol-2-yl)ethan-1-ol CN1C(=NC=C1)CCO